CN1C(=NN=C1)C[C@@H](C)C=1C=C(C=CC1)NC(=O)C1=NC=CC(=C1)C(=O)N1CC2(CCO2)CC1 N-[3-[(2R)-1-(4-methyl-4H-1,2,4-triazol-3-yl)propan-2-yl]phenyl]-4-[1-oxa-6-azaspiro[3.4]octane-6-carbonyl]pyridine-2-carboxamide